N-[6-(4-acetylphenyl)thiazolo[4,5-b]pyrazin-2-yl]-4-(5-chloro-2-methoxyphenyl)-6-methylpyridine-3-carboxamide C(C)(=O)C1=CC=C(C=C1)C=1N=C2C(=NC1)N=C(S2)NC(=O)C=2C=NC(=CC2C2=C(C=CC(=C2)Cl)OC)C